ClC=1C=C(C=CC1OCC1=NC=CC=C1)NC1=NC=NC2=CC(=C(C=C12)[N+](=O)[O-])OCC1(CC1)NC(OC(C)(C)C)=O tert-butyl (1-(((4-((3-chloro-4-(pyridin-2-ylmethoxy)phenyl)amino)-6-nitroquinazolin-7-yl)oxy)methyl)cyclopropyl)carbamate